((5S,7aS)-5-(((tert-butyldiphenylsilyl)oxy)methyl)-2-methylene-hexahydro-1H-pyrrolizin-7a-yl)methanol [Si](C1=CC=CC=C1)(C1=CC=CC=C1)(C(C)(C)C)OC[C@H]1N2CC(C[C@@]2(CC1)CO)=C